FC1=C(C#N)C=CC(=C1)C1=CN=C(N1)C1N(CCCC1)C(C(C)SC)=O 2-fluoro-4-(2-(1-(2-(methylthio)propionyl)piperidin-2-yl)-1H-imidazol-5-yl)benzonitrile